C(#N)C=1C=C(C=C(C1C)F)[C@H]1NOCC1 (3S)-3-(3-cyano-5-fluoro-4-methyl-phenyl)isoxazolidine